5-formyl-2-furansulfonic acid C(=O)C1=CC=C(O1)S(=O)(=O)O